O=C1N(CC2=C(C=CC=C12)OCC1CCNCC1)C1C(N(C(CC1)=O)COCC[Si](C)(C)C)=O 3-[1-oxo-4-(piperidin-4-ylmethoxy)-3H-isoindol-2-yl]-1-{[2-(trimethylsilyl)ethoxy]methyl}piperidine-2,6-dione